IC=1C=CC(=C(C1)NC1=NC=CC(=N1)C=1C=NC=CC1)C N-(5-iodo-2-methylphenyl)-4-(pyridin-3-yl)pyrimidin-2-amine